OC1=C(C=CC=C1)C1=CC=NC(=N1)C=1C=C(C=CC1)C1=NC(=NC(=C1)C1=CC=CC=C1)C1=CC=CC=C1 4-(3-(6-(2-hydroxyphenyl)pyrimidin-2-yl)phenyl)-2,6-diphenylpyrimidine